FC=1C=NC=CC1C1=C(C=C(C=C1)[N+](=O)[O-])CO (2-(3-fluoropyridin-4-yl)-5-nitrophenyl)methanol